FC1(CC2=CC=3CCCC3C(=C2C1)NC(=O)NS(=O)(=NC(C1=CC=CC=C1)(C1=CC=CC=C1)C1=CC=CC=C1)C=1C=NN2C1OC[C@H](C2)N(C(OC(C)(C)C)=O)C)F tert-butyl ((6S)-3-(N-((2,2-difluoro-1,2,3,5,6,7-hexahydro-s-indacen-4-yl)carbamoyl)-N'-tritylsulfamimidoyl)-6,7-dihydro-5H-pyrazolo[5,1-b][1,3]oxazin-6-yl)(methyl)carbamate